NC1=CC=C(S1)C(=O)N[C@H](C)C1=CC=CC2=CC=CC=C12 (R)-5-amino-N-(1-(naphthalen-1-yl)ethyl)thiophene-2-carboxamide